C(C)(=O)O[C@@]1([C@@H](O[C@@H]([C@]1(O)Br)C(O)C(C(C)C)=O)N1C=NC=2C(N)=NC=NC12)O 2'-acetoxy-3'-bromo-5'-isobutyryladenosine